FC(C1=CC=C(C=C1)C=1C=2N(C3=CC=C(C=C3N1)C(=O)N=[N+]=[N-])C=CC2)(F)F 4-(4-(trifluoromethyl)phenyl)pyrrolo[1,2-a]quinoxaline-7-carbonyl azide